C(CCC)[C@@H]1N[C@H](C2=CC=C(C=C2C1)OC)C12CC(C1)(C2)NC(=O)C2=CC=NC=C2 N-{3-[(1S,3S)-3-butyl-6-methoxy-1,2,3,4-tetrahydroisoquinolin-1-yl]bicyclo[1.1.1]pent-1-yl}pyridine-4-carboxamide